CC1(OB(OC1(C)C)C1=C2C=NNC(C2=CC=C1)=O)C 5-(4,4,5,5-tetramethyl-1,3,2-dioxaborolan-2-yl)-2H-phthalazin-1-one